7-(6-(bis(4-methoxybenzyl)amino)-3-(trifluoromethyl)pyridin-2-yl)-6-chloro-2-fluoroquinazolin COC1=CC=C(CN(C2=CC=C(C(=N2)C2=C(C=C3C=NC(=NC3=C2)F)Cl)C(F)(F)F)CC2=CC=C(C=C2)OC)C=C1